BrC1=C(C=C2C(=NC(=NC2=C1F)OC[C@]12CCCN2C[C@@H](C1)F)N1CC2CCC(C1)N2C(=O)OC(C)(C)C)Cl tert-butyl 3-(7-bromo-6-chloro-8-fluoro-2-(((2R,7aS)-2-fluoro tetrahydro-1H-pyrrolizin-7a(5H)-yl)methoxy)quinazolin-4-yl)-3,8-diazabicyclo[3.2.1]octane-8-carboxylate